CC(C)(CCC(C)(CCCC)C)CCCC 2,5-dimethyl-2,5-dibutylhexane